C(C)(C)C1=NN(C=C1C1=NC=NC2=CC(=CC=C12)C=1C=NN(C1)C)COCC[Si](C)(C)C 4-(3-isopropyl-1-((2-(trimethylsilyl)ethoxy)methyl)-1H-pyrazol-4-yl)-7-(1-methyl-1H-pyrazol-4-yl)quinazoline